2-(4-(1-methyl-4-(trifluoromethyl)-1H-imidazol-2-yl)benzyl)-4-(methylsulfonyl)-2,6,7,8-tetrahydropyrazolo[3,4,5-de]quinazoline CN1C(=NC(=C1)C(F)(F)F)C1=CC=C(CN2N=C3C4=C2N=C(N=C4CCC3)S(=O)(=O)C)C=C1